5-([1,1'-biphenyl]-4-yl)-2-methyl-4-oxopentanoic Acid ethyl ester C(C)OC(C(CC(CC1=CC=C(C=C1)C1=CC=CC=C1)=O)C)=O